[(R)-4-(6-Amino-pyridin-3-yl)-2-hydroxymethyl-piperazin-1-yl]-[5-(4-fluoro-phenyl)-4-methoxy-pyridin-2-yl]-methanone NC1=CC=C(C=N1)N1C[C@@H](N(CC1)C(=O)C1=NC=C(C(=C1)OC)C1=CC=C(C=C1)F)CO